O=C1NC(CCC1N1C(C2=CC=CC(=C2C1=O)NCCOCCOCCOCCOC1=CC=C(C=C1)C#C)=O)=O 2-(2,6-Dioxo-3-piperidyl)-4-[2-[2-[2-[2-(4-ethynylphenoxy)ethoxy]ethoxy]ethoxy]ethyl-amino]isoindoline-1,3-dione